tert-butyl (2-((6-bromobenzo[d]oxazol-2-yl)amino)ethyl)carbamate BrC1=CC2=C(N=C(O2)NCCNC(OC(C)(C)C)=O)C=C1